C(C)(C)(C)[Si](OC1=C(C=C(C=C1)CCC(C)(N)C)OC(F)(F)F)(C)C 4-(4-((tertbutyldimethylsilyl)oxy)-3-(trifluoromethoxy)phenyl)-2-methylbutan-2-amine